C(CC)(=O)O[C@H]1CC[C@@H]2[C@@]1(CC[C@@H]1[C@]3(CCC=4N=C(SC4C3=CC[C@@H]21)NC2=C(C=CC(=C2)OC)OC)C)C (5aR,5bS,7aS,8S,10aS,10bR)-2-((2,5-dimethoxyphenyl)amino)-5a,7a-dimethyl-5,5a,5b,6,7,7a,8,9,10,10a,10b,11-dodecahydro-4H-cyclopenta[7,8]phenanthro[2,1-d]thiazol-8-yl propionate